C(C)(C)(C)C1=C(C=C)C=CC=C1 2-(tert-butyl)styrene